ClC1=NC(N(C(=C1C1=CC(=NC(=C1)C(F)(F)F)C)C1=CC=CC=C1)[2H])N 4-chloro-5-(2-methyl-6-(trifluoromethyl)pyridin-4-yl)-6-phenylpyrimidin-2-amine-1-d